N1,N17-bis((S)-1-((2S,4R)-4-hydroxy-2-((4-(4-methylthiazol-5-yl)benzyl)carbamoyl)pyrrolidin-1-yl)-3,3-dimethyl-1-oxobutan-2-yl)-3,6,9,12,15-pentaoxaheptadecanediamide O[C@@H]1C[C@H](N(C1)C([C@H](C(C)(C)C)NC(COCCOCCOCCOCCOCC(=O)N[C@H](C(N1[C@@H](C[C@H](C1)O)C(NCC1=CC=C(C=C1)C1=C(N=CS1)C)=O)=O)C(C)(C)C)=O)=O)C(NCC1=CC=C(C=C1)C1=C(N=CS1)C)=O